1-[2-(quinolin-3-ylamino)phenyl]-1H-pyrazole-5-carboxylic acid methyl ester COC(=O)C1=CC=NN1C1=C(C=CC=C1)NC=1C=NC2=CC=CC=C2C1